4-(trisFluoromethoxy)benzene-1,2-diamine FC(OC=1C=C(C(=CC1)N)N)(F)F